6-((9H-fluoren-9-yl)methyl) 8-methyl (s)-2,6-diazaspiro[3.4]octane-6,8-dicarboxylate hydrochloride Cl.C1NCC12CN(C[C@H]2C(=O)OC)C(=O)OCC2C1=CC=CC=C1C=1C=CC=CC21